C(C1=CC=CC=C1)OC1=CC=CC(=N1)C1CCN(CC1)[C@@H]1C=2N(CCOC1)C1=C(N2)C=CC(=C1)C(=O)O (R)-5-(4-(6-(benzyloxy)pyridin-2-yl)piperidin-1-yl)-1,2,4,5-tetrahydrobenzo[4,5]imidazo[1,2-d][1,4]oxazepin-9-carboxylic acid